1-[2,4-dichloro-5-[(2-chloro-3-pyridyl)methoxy]phenyl]-3-[(1S)-1-(2-pyrimidin-2-yl-1,2,4-triazol-3-yl)ethyl]urea ClC1=C(C=C(C(=C1)Cl)OCC=1C(=NC=CC1)Cl)NC(=O)N[C@@H](C)C=1N(N=CN1)C1=NC=CC=N1